OC1CNCCC12COC1=C3CN(C(C3=CC=C12)=O)C1C(NC(CC1)=O)=O 3-(3'-hydroxy-6-oxo-6,8-dihydro-2H,7H-spiro[furo[2,3-e]isoindol-3,4'-piperidin]-7-yl)piperidine-2,6-dione